(ethylamino)pyrazolo[1,5-a]pyridine C(C)NC1=NN2C(C=CC=C2)=C1